1-(4-(8-amino-3-cyclopropylimidazo[1,5-a]pyrazin-1-yl)-2-fluorophenyl)-3-(3-(tert-butyl)-1-methyl-1H-pyrazol-5-yl)urea NC=1C=2N(C=CN1)C(=NC2C2=CC(=C(C=C2)NC(=O)NC2=CC(=NN2C)C(C)(C)C)F)C2CC2